CC(C#CC=1C=C(C=CC1)[C@@H]1N(OCC1)C1=CC(=NC=N1)NC=1C(=CC(=C(C1)NC(C=C)=O)N1CCN(CC1)C)OC)(C)C (R)-N-(5-((6-(3-(3-(3,3-dimethyl-but-1-yn-1-yl)phenyl)isoxazolidin-2-yl)pyrimidin-4-yl)-amino)-4-methoxy-2-(4-methylpiperazin-1-yl)phenyl)-acrylamide